COC(C(=C)C)=O.[Br-].C(CCCCCCCCCCCCCCCCC)[NH+](C)C octadecyl-dimethyl-ammonium bromide methyl-methacrylate